CN(C=1C=CC(=C(C#N)C1)N1C=NC(=C1)C1=NC(=NC=C1C(F)(F)F)NC1CCN(CC1)S(=O)(=O)C)CCNC 5-(Methyl(2-(methylamino)ethyl)amino)-2-(4-(2-((1-(methylsulfonyl)piperidin-4-yl)amino)-5-(trifluoromethyl)pyrimidin-4-yl)-1H-imidazol-1-yl)benzonitrile